2,2'-(1-(1-methyl-1H-pyrrol-2-yl)propane-1,2-diyl)bis(N-methylhydrazine-1-thiocarboxamide) CN1C(=CC=C1)C(C(C)NNC(NC)=S)NNC(NC)=S